C(C1=CC=CC=C1)OC=1C(=NC=CC1Br)C(=O)[O-] 3-(Benzyloxy)-4-bromopicolinate